tert-Butyl (2R,4R)-2-(((S)-1-(((3-chloro-1-methyl-1H-pyrrolo[2,3-b]pyridin-5-yl)methyl)amino)-1-oxopropan-2-yl)carbamoyl)-4-phenylpyrrolidine-1-carboxylate ClC1=CN(C2=NC=C(C=C21)CNC([C@H](C)NC(=O)[C@@H]2N(C[C@H](C2)C2=CC=CC=C2)C(=O)OC(C)(C)C)=O)C